FC1=C(C=CC=C1N1N=CC=C1)SC=1N=CC(=NC1)N1CCC2([C@@H](C=3N(N=CC3)C2)N)CC1 (S)-1-(5-((2-fluoro-3-(1H-pyrazol-1-yl)phenyl)thio)pyrazin-2-yl)-4'H,6'H-spiro[piperidine-4,5'-pyrrolo[1,2-b]pyrazol]-4'-amine